ethyl (R,E)-2-((tert-butylsulfinyl)imino)acetate C(C)(C)(C)[S@@](=O)\N=C\C(=O)OCC